O[C@H]1CC[C@H](NC1)C(=O)OC methyl (2S,5S)-5-hydroxypiperidine-2-carboxylate